C(C1=CC=CC=C1)N1CC=2N=C(N=C(C2CC1)Cl)Cl 7-Benzyl-2,4-dichloro-5,6,7,8-tetrahydropyrido[3,4-d]pyrimidine